C(C)(C)[C@H]1[C@@H](C[C@@H](CC1)C)C(=O)NCCC1=NC=CC=C1 (1r,2s,5r)-2-isopropyl-5-methyl-N-(2-(pyridin-2-yl)ethyl)cyclohexane-1-carboxamide